7-(t-butoxycarbonyl)-7-azaspiro[3.5]nonane-2-carboxylic acid C(C)(C)(C)OC(=O)N1CCC2(CC(C2)C(=O)O)CC1